N-(4-fluoro-3-methylphenyl)-1,2,4-trimethyl-5-(2-oxo-2-((2-(3-oxopiperazin-1-yl)ethyl)amino)acetyl)-1H-pyrrole-3-carboxamide FC1=C(C=C(C=C1)NC(=O)C1=C(N(C(=C1C)C(C(NCCN1CC(NCC1)=O)=O)=O)C)C)C